BrC=1C=C(C=CC1)NCC(O)C1=NNC(N1)=S 3-[2-(3-Bromophenylamino)-1-hydroxyethyl]-1H-1,2,4-triazole-5(4H)-thione